NCCCCOC=1C=C(C=C(C1)C(F)(F)F)NS(=O)(=O)C1=C(C=C(C=C1C)C(C)(C)C)C N-(3-(4-Aminobutoxy)-5-(trifluoromethyl)phenyl)-4-(tert-butyl)-2,6-dimethyl-benzenesulfonamide